CC(C)(CC(C)(NC=1C2=C(N=C(N1)C=1C=NNC1)C=NC=C2)C)O 2,4-dimethyl-4-{[2-(1H-pyrazol-4-yl)pyrido[3,4-d]pyrimidin-4-yl]amino}pent-an-2-ol